rel-tert-butyl (3R,4S)-3-(3-(2-(methoxymethoxy)phenyl)-7H-pyrrolo[2,3-c]pyridazin-6-yl)-4-(pyridin-4-yl)pyrrolidine-1-carboxylate COCOC1=C(C=CC=C1)C1=CC2=C(N=N1)NC(=C2)[C@H]2CN(C[C@@H]2C2=CC=NC=C2)C(=O)OC(C)(C)C |o1:19,23|